[Cu].[Ti].[Cu] copper-titanium copper